FC=1C=C(C=C(C1OC1=CC=NC2=CC(=C(C=C12)OC)OCCNC)F)C1=NC=CC(=C1C(=O)N)OCC(C)O (3,5-difluoro-4-((6-methoxy-7-(2-(methylamino)ethoxy)quinolin-4-yl)oxy)phenyl)-4-(2-hydroxypropoxy)pyridine-3-carboxamide